ClC=1C(=NC=CC1)N1N=C(C=C1C(=O)NC=1C(=CC=2N(C1C(=O)NC(C)C)N=CC2)C)OCC(F)(F)F 6-(1-(3-chloropyridin-2-yl)-3-(2,2,2-trifluoroethoxy)-1H-pyrazole-5-carboxamido)-N-isopropyl-5-methylpyrazolo[1,5-a]pyridine-7-carboxamide